FC(C1(CC1)C(=O)N1CCOC2=C(C1)C=NC=C2C#N)(F)F 4-[1-(trifluoromethyl)cyclopropane-carbonyl]-3,5-dihydro-2H-pyrido[3,4-f][1,4]oxazepine-9-carbonitrile